C(CCCCCCCCC)[NH+](C1=CC=CC=C1)C N-decyl-N-methylanilinium